C(OC1=CC=C(C=C1)[N+](=O)[O-])(O[C@@H]1C(NCC1)=O)=O (4-Nitrophenyl) [(3S)-2-oxopyrrolidin-3-yl] carbonate